3-amino-6-methyl-2-oxo-1,2-dihydropyridine-4-carboxylic acid ethyl ester C(C)OC(=O)C1=C(C(NC(=C1)C)=O)N